COC1=C(N=C(N(C1=O)C)C(C(C1=C(C=CC=C1)C(F)(F)F)C1=CC=CC=C1)C)C(=O)OC methyl 5-methoxy-1-methyl-6-oxo-2-(1-phenyl-1-(2-(trifluoromethyl)phenyl)propan-2-yl)-1,6-dihydropyrimidine-4-carboxylate